COC1=CC=C(C=C1)CN(C1=NC=CC2=C1NC(N2[C@H]2CN(C[C@H](C2)O)C(=O)OC(C)(C)C)=O)CC2=CC=C(C=C2)OC tert-butyl (3R,5S)-3-[4-[bis[(4-methoxyphenyl)methyl]amino]-2-oxo-3H-imidazo[4,5-c]pyridin-1-yl]-5-hydroxy-piperidine-1-carboxylate